Z-2-butene-1,4-diol C(\C=C/CO)O